BrC1=CC=C2N=CC=3N(C2=C1)C(=NN3)C3CCOCC3 8-bromo-1-(tetrahydro-2H-pyran-4-yl)-[1,2,4]triazolo[4,3-a]quinoxaline